(E)-4-(4'-isopropylphenyl)-2,2-difluoro-3-butenoic acid ethyl ester C(C)OC(C(\C=C\C1=CC=C(C=C1)C(C)C)(F)F)=O